O1COC2=C1C=CC=C2CNCC2=CC(=NC=C2)N2C(CCCC2)C N-(1,3-benzodioxol-4-ylmethyl)-1-[2-(2-methyl-1-piperidyl)-4-pyridyl]methanamine